(S)-(6,7-dichloro-9-(difluoromethyl)-1-methyl-1,3,4,5-tetrahydro-2H-pyrido[4,3-b]indol-2-yl)(5-methoxypyrimidin-2-yl)methanone ClC1=C(C=C(C=2C3=C(NC12)CCN([C@H]3C)C(=O)C3=NC=C(C=N3)OC)C(F)F)Cl